C(C=CC)OC1=NC=NC(=C1F)N1CC(CC(C1)C)C 4-(but-2-en-1-yloxy)-6-(3,5-dimethylpiperidin-1-yl)-5-fluoropyrimidine